(4-fluoropiperidin-4-yl)(5-phenyl-4,5-dihydro-1H-pyrazol-1-yl)methanone, hydrochloride Cl.FC1(CCNCC1)C(=O)N1N=CCC1C1=CC=CC=C1